2-methylfuran-3-carboxylic acid CC=1OC=CC1C(=O)O